COC(C(=O)N(C(C)C1=NC=CC=C1F)CC=1C=CC=2N(C1)N=CN2)=O 2-(([1,2,4]Triazolo[1,5-a]pyridin-6-ylmethyl)(1-(3-fluoropyridin-2-yl)ethyl)amino)-2-oxoacetic acid methyl ester